C(CCC)C=1C(=CC(=C2C(=CN(C12)C=1N=NN(C1)CCO[SiH](C)C)I)OC)Cl 7-butyl-[2-[4-(6-chloro-3-iodo-4-methoxy-indol-1-yl)triazol-1-yl]ethoxy]-dimethyl-silane